ClC=1C(=C(C=CC1F)N(C(=O)[C@@H]1[C@H]2[C@@H](C(N1C(=O)OC(C)(C)C)=O)OC(O2)(C)C)C)F (3aS,4S,6aS)-tert-butyl 4-((3-chloro-2,4-difluorophenyl)(methyl)carbamoyl)-2,2-dimethyl-6-oxodihydro-3aH-[1,3]dioxolo[4,5-c]pyrrole-5(4H)-carboxylate